OC1=CC(=CC2=C1C=CC(O2)C2=CC=C(C=C2)O)O 5,7-dihydroxy-2-(4-hydroxyphenyl)benzopyran